FC1([C@H]2[C@H](N([C@@H](C1)CC2)C(=O)C2(C1=CC=CC=C1C=1C=CC=CC21)O)C(=O)N[C@@H](C[C@H]2C(NCC2)=O)\C=C(/S(=O)(=O)C)\F)F (1R,3S,4R)-5,5-difluoro-N-((S,Z)-4-fluoro-4-(methylsulfonyl)-1-((S)-2-oxopyrrolidin-3-yl)but-3-en-2-yl)-2-(9-hydroxy-9H-fluorene-9-carbonyl)-2-azabicyclo[2.2.2]octane-3-carboxamide